3-(2-azaspiro[3.3]heptan-6-ylmethyl)-6-chloro-2-methyl-benzonitrile C1NCC12CC(C2)CC=2C(=C(C#N)C(=CC2)Cl)C